(d)-2-(2-(azetidin-3-ylidene)ethyl)isoindoline-1,3-dione N1CC(C1)=CCN1C(C2=CC=CC=C2C1=O)=O